S1C=C(C=C1)C=1C=C2C(=NC1)NN=C2 5-(thiophen-3-yl)-1H-pyrazolo[3,4-b]pyridine